C(CCC)N(C)CC N-butyl-N-ethyl-N-methylamine